(S)-5-amino-N-(cyclopropylmethyl)-8-methyl-N-(6-(trifluoromethyl)-2,3-dihydrofuro[2,3-b]pyridin-3-yl)benzo[c][2,6]naphthyridin-9-carboxamide NC1=NC2=C(C3=CN=CC=C13)C=C(C(=C2)C)C(=O)N([C@@H]2COC1=NC(=CC=C12)C(F)(F)F)CC1CC1